(1S,2R)-N-(5-(5-(3-oxa-8-azabicyclo[3.2.1]oct-8-yl)benzo[d]oxazol-2-yl)-8-((methyl-d3)amino)-2,7-naphthyridin-3-yl)-2-methylcyclopropane-1-carboxamide C12COCC(CC1)N2C=2C=CC1=C(N=C(O1)C1=C3C=C(N=CC3=C(N=C1)NC([2H])([2H])[2H])NC(=O)[C@@H]1[C@@H](C1)C)C2